C(C)(C)(C)O[C@H](C)C1C(N([C@H](C(N1)=O)C)C)=O (6S)-3-((R)-1-(t-Butoxy)ethyl)-1,6-dimethylpiperazine-2,5-dione